2-(2-bromothiazol-5-yl)-N-tert-butyl-5-nitro-benzenesulfonamide BrC=1SC(=CN1)C1=C(C=C(C=C1)[N+](=O)[O-])S(=O)(=O)NC(C)(C)C